C1(CC1)C(=O)C(C1=C(C=CC=C1)F)N1CC=2C(CC1)SC(C2)=O 5-[alpha-cyclopropylcarbonyl-2-fluorobenzyl]-2-oxo-2,4,5,6,7,7a-hexahydrothieno[3,2-c]pyridine